COC1=CC=C(C=N1)C1=CNC2=NC=C(C=C21)C2=CC=C(C=C2)N2CCC(CC2)NC 1-(4-(3-(6-methoxypyridin-3-yl)-1H-pyrrolo[2,3-b]pyridin-5-yl)phenyl)-N-methylpiperidin-4-amine